tert-butyl (5-chloro-2-fluoro-4-hydroxyphenyl)carbamate ClC=1C(=CC(=C(C1)NC(OC(C)(C)C)=O)F)O